C12OCC(C1)(C2)/N=C/C2=C(C=C(C(=C2)Br)OC(C)C)[N+](=O)[O-] (E)-N-(2-oxabicyclo[2.1.1]hexan-4-yl)-1-(5-bromo-4-isopropoxy-2-nitrophenyl)methanimine